methyl 4-(8-(1-methyl-6-(trifluoromethyl)-1H-benzo[d]imidazol-5-yl)indolizine-3-carbonyl)benzoate CN1C=NC2=C1C=C(C(=C2)C2=CC=CN1C(=CC=C21)C(=O)C2=CC=C(C(=O)OC)C=C2)C(F)(F)F